N-(5-((6-((R)-3-(3,5-difluorophenyl)-isoxazolidine-2-yl)pyrimidine-4-yl)amino)-4-methoxy-2-((S)-2-methylmorpholino)phenyl)acrylamide FC=1C=C(C=C(C1)F)[C@@H]1N(OCC1)C1=CC(=NC=N1)NC=1C(=CC(=C(C1)NC(C=C)=O)N1C[C@@H](OCC1)C)OC